C(C)(C)(C)OC(=O)N1CC2=C(CC1)N=C(S2)C2=C(C(=CC=C2)Br)C 2-(3-bromo-2-methylphenyl)-6,7-dihydrothiazolo[5,4-c]pyridine-5(4H)-carboxylic acid tert-butyl ester